6-chloro-8-(tetrahydro-2H-pyran-4-yl)-8H-isoxazolo[4',5':4,5]pyrrolo[2,3-d]pyrimidine ClC1=NC=C2C(=N1)N(C1=C2C=NO1)C1CCOCC1